NC(C(=O)NC1=CC=C(C=C1)C=1C(=NC=CC1C)C)C1CCC(CC1)(F)F 3-(4-(2-amino-2-(4,4-difluorocyclohexyl)acetamido)phenyl)-2,4-dimethylpyridine